N-(1-hydroxybut-2-yl)-6-methoxy-5-(2-(spiro[2.3]hex-5-yl)vinyl)pyridazine-3-carboxamide OCC(CC)NC(=O)C=1N=NC(=C(C1)C=CC1CC2(CC2)C1)OC